N1=CC(=CC2=CC=CC=C12)C1=NC(=NC=C1)N1CCN(CC1)C(=O)[O-] 4-(4-(quinoline-3-yl)pyrimidin-2-yl)piperazine-1-carboxylate